N,N,N-triethyl-amine C(C)N(CC)CC